tert-butyl 3-(4-(1-(2-methoxyethyl)-1H-pyrazol-4-yl)-1-(4-(trifluoromethoxy)phenyl)-1H-pyrazolo[3,4-b]pyridin-3-yl)azetidine-1-carboxylate COCCN1N=CC(=C1)C1=C2C(=NC=C1)N(N=C2C2CN(C2)C(=O)OC(C)(C)C)C2=CC=C(C=C2)OC(F)(F)F